Ethyl (Z)-3-(tributylstannyl)hept-2-enoate C(CCC)[Sn](\C(=C/C(=O)OCC)\CCCC)(CCCC)CCCC